(3R)-3-(4-chlorophenyl)-2-[(5-chloropyridin-2-yl)methyl]-3-{[1-(hydroxymethyl)cyclopropyl]methoxy}-6-(2-hydroxypropan-2-yl)-2,3-dihydro-1H-isoindol-1-one ClC1=CC=C(C=C1)[C@@]1(N(C(C2=CC(=CC=C12)C(C)(C)O)=O)CC1=NC=C(C=C1)Cl)OCC1(CC1)CO